(2S,2'S)-5-((E)-2-((1R,5S)-6,6-dimethyl-4-oxobicyclo[3.1.1]hept-2-en-2-yl) vinyl)-3-methoxy-1,2-phenylene bis(2-amino-3-methylbutanoate)-dihydrochloride Cl.Cl.N[C@H](C(=O)OC1=C(C(=CC(=C1)\C=C\C=1[C@H]2C([C@@H](C(C1)=O)C2)(C)C)OC)OC(C(C(C)C)N)=O)C(C)C